N1-((4,4-difluoro-1-methylcyclohexyl)-methyl)-N2-(1H-pyrrolo[3,2-c]pyridin-3-yl)oxalamide FC1(CCC(CC1)(C)CNC(C(=O)NC1=CNC2=C1C=NC=C2)=O)F